rac-(5S,7S)-7-fluoro-N-methyl-5-phenyl-N-(2,2,2-trifluoroethyl)-6,7-dihydro-5H-pyrrolo[1,2-b][1,2,4]triazole-2-carboxamide F[C@H]1C[C@H](N2N=C(N=C21)C(=O)N(CC(F)(F)F)C)C2=CC=CC=C2 |r|